C(C)(C)(C)[Si](N[Si](C(C)(C)C)(C(C)(C)C)C(C)(C)C)(C(C)(C)C)C(C)(C)C hexa(tert-butyl)disilazane